ethyl 4-[4-(3-chloro-1-isopropyl-1H-indol-6-yl)-2,6-difluoro-phenoxy]-butyrate ClC1=CN(C2=CC(=CC=C12)C1=CC(=C(OCCCC(=O)OCC)C(=C1)F)F)C(C)C